CO\N=C/1\CN([C@@]2(C1)C(NCC2)=O)C(=O)C2=CC=C(C=C2)C2=C(C=CC=C2)C (S,E)-3-(Methoxyimino)-1-(2'-methyl-[1,1'-biphenyl]-4-carbonyl)-1,7-diazaspiro[4.4]nonan-6-one